7-amino-N-[(3R)-7-[(3S,4S)-3-amino-4-ethoxypyrrolidin-1-yl]-2H,3H,4H-pyrano[2,3-b]pyridin-3-yl]-3-methylthieno[2,3-b]pyrazine-6-carboxamide NC1=C(SC2=NC(=CN=C21)C)C(=O)N[C@@H]2CC=1C(=NC(=CC1)N1C[C@@H]([C@H](C1)OCC)N)OC2